NC1=NC=CC=C1C1=NC=2C(=NC(=CC2)C=C)N1C1=CC=C(C=C1)CO (4-(2-(2-aminopyridin-3-yl)-5-vinyl-3H-imidazo[4,5-b]pyridin-3-yl)phenyl)methanol